CN(C=1C(C(=O)O)=CC(=CC1)OC)C1=CC=C(C=C1)OC N-methyl-N-(4-methoxyphenyl)-5-methoxyanthranilic acid